C(C)OC(CCC(=O)C1=NC(=CC(=C1O)C#N)CC1=C(C=CC=C1OC)Cl)=O 4-[6-(2-chloro-6-methoxyl-benzyl)-4-cyano-3-hydroxy-pyridin-2-yl]-4-oxo-butyric acid ethyl ester